5-(4-((3-Ethyl-2-oxo-1H-1,6-naphthyridin-7-yl)methyl)piperazin-1-yl)-N-(methyl-d3)Pyridine-2-carboxamide C(C)C=1C(NC2=CC(=NC=C2C1)CN1CCN(CC1)C=1C=CC(=NC1)C(=O)NC([2H])([2H])[2H])=O